FC(C(F)(F)[Si](OC)(OC)OC)CC(F)(F)F hexafluorobutyl-trimethoxysilane